butyl-N-methyl-2-(pyridin-4-yl)pyrido[3,4-d]pyrimidin-4-amine C(CCC)C1=CN=CC=2N=C(N=C(C21)NC)C2=CC=NC=C2